carbamoyl-1,2-dimyristoylglycerol C(N)(=O)C(OC(CCCCCCCCCCCCC)=O)C(OC(CCCCCCCCCCCCC)=O)CO